C(CCCC\C=C/C\C=C/C\C=C/CCCCC)(=O)[O-].[Na+] sodium gamma-linolenate